2-methyl-9,10-bis(1-naphthyl)anthracene CC1=CC2=C(C3=CC=CC=C3C(=C2C=C1)C1=CC=CC2=CC=CC=C12)C1=CC=CC2=CC=CC=C12